nitrogen potassium water O.[K].[N]